NC1=NC=NN2C1=C(C=C2C2=CC=NC=C2)C(=O)NC2CCC(CC2)NC(OCC)=O ethyl N-[4-[(4-amino-7-pyridin-4-ylpyrrolo[2,1-f][1,2,4]triazine-5-carbonyl)amino]cyclohexyl]carbamate